ClC1=C(C(=O)NC=2C(=NC(=CC2)OC)C)C(=CC=C1)NC1=C(C=C(C=C1)F)C 2-chloro-6-((4-fluoro-2-methylphenyl)-amino)-N-(6-methoxy-2-methylpyridin-3-yl)benzamide